4-[7-chloro-1-methylpyrazolo[4,3-d]pyrimidin-5-yl]pyridine ClC=1C2=C(N=C(N1)C1=CC=NC=C1)C=NN2C